CC1=CC(=NN1C=1C=CC(=NC1)C(=O)OC)C(F)(F)F methyl 5-(5-methyl-3-(trifluoromethyl)-1H-pyrazol-1-yl)picolinate